(3-Methoxy-phenyl)-{5-[4-(1H-tetrazol-5-yl)-phenyl]-oxazol-2-yl}-amine COC=1C=C(C=CC1)NC=1OC(=CN1)C1=CC=C(C=C1)C1=NN=NN1